(S)-N-(3-(diethylamino)propyl)-2-(4-(2,2,2-trifluoro-1-(methyl-amino)ethyl)phenyl)benzo[d]imidazo[2,1-b]thiazole-7-carboxamide C(C)N(CCCNC(=O)C1=CC2=C(N3C(S2)=NC(=C3)C3=CC=C(C=C3)[C@@H](C(F)(F)F)NC)C=C1)CC